ClC(CCCCCC)O Chloroheptanol